ClCCCNCCNCCCCl 1,2-bis(3-chloropropylamino)ethane